COC(=O)C1=CC(=C(C=C1)C1=CC=CC=C1)C methyl-[1,1'-biphenyl]-4-carboxylic acid methyl ester